2-(2-(3-Isopropyl-2-(8-methyl-[1,2,4]triazolo[1,5-a]pyridin-6-yl)-1H-indol-5-yl)morpholino)acetamid C(C)(C)C1=C(NC2=CC=C(C=C12)C1OCCN(C1)CC(=O)N)C=1C=C(C=2N(C1)N=CN2)C